1-Ethyl-4-propylpyridinium acetat C(C)(=O)[O-].C(C)[N+]1=CC=C(C=C1)CCC